(R)-3-(2',4'-difluoro-[1,1'-biphenyl]-3-yl)isoxazolidin FC1=C(C=CC(=C1)F)C1=CC(=CC=C1)[C@@H]1NOCC1